O=S1(C(COCC1)C1CN(C1)C1=CN=C(C2=CC(=NC=C12)NC1=NC(=NC=C1)N1C[C@@H]([C@@H](CC1)OC)F)C1N(CCC1)C(C=C)=O)=O 1-(2-(4-(3-(4,4-dioxido-1,4-oxathian-3-yl)azetidin-1-yl)-7-((2-((3S,4R)-3-fluoro-4-methoxypiperidin-1-yl)pyrimidin-4-yl)amino)-2,6-naphthyridin-1-yl)pyrrolidin-1-yl)prop-2-en-1-one